[2H]C1(OC2=C(O1)C=C1C(=C2)C(\C(\C1([2H])[2H])=N/O)=O)[2H] (6Z)-2,2,7,7-Tetradeuterio-6-hydroxyimino-cyclopenta[f][1,3]benzodioxol-5-one